C(C)[C@H](/C=C/[C@@H](C)[C@H]1CC[C@H]2[C@@H]3CC=C4C[C@H](CC[C@@]4([C@H]3CC[C@]12C)C)O)C(C)C (3S,8S,9S,10R,13R,14S,17R)-17-((2R,5S,E)-5-ethyl-6-methylhept-3-en-2-yl)-10,13-dimethyl-2,3,4,7,8,9,10,11,12,13,14,15,16,17-tetradecahydro-1H-cyclopenta[a]phenanthren-3-ol